[Cl-].C12=CC=C(CC1)C2 (norbornadiene) chloride